C(C)(=O)O.ClC1=C(C(=CC=C1)Cl)N1CC(C1)C=1C(=CC(=NC1)CN1CCC(CC1)C(=O)O)C 1-((5-(1-(2,6-dichlorophenyl)azetidin-3-yl)-4-methylpyridin-2-yl)methyl)piperidine-4-carboxylic acid, acetate salt